5-{[(2R,3R,4R,5R,6R)-4,5-bis(acetyloxy)-6-[(acetyloxy)methyl]-3-acetamidooxan-2-yl]oxy}pentanoic acid C(C)(=O)O[C@@H]1[C@H]([C@@H](O[C@@H]([C@@H]1OC(C)=O)COC(C)=O)OCCCCC(=O)O)NC(C)=O